1-methyl-8-phenyl-6H-chromeno[8,7-d]oxazole-2,6(1H)-dione CN1C(OC2=C1C=1OC(=CC(C1C=C2)=O)C2=CC=CC=C2)=O